(6-(5-chloro-1-((2-(4-methoxyphenyl)pyrimidin-5-yl)methyl)-1H-indazole-7-carboxamido)spiro[3.3]heptan-2-yl)acetic acid ClC=1C=C2C=NN(C2=C(C1)C(=O)NC1CC2(CC(C2)CC(=O)O)C1)CC=1C=NC(=NC1)C1=CC=C(C=C1)OC